1-decanoyloxy-pyrene-3,6,8-trisulphonic acid C(CCCCCCCCC)(=O)OC1=CC(=C2C=CC=3C(=CC(=C4C=CC1=C2C34)S(=O)(=O)O)S(=O)(=O)O)S(=O)(=O)O